N,N-dimethyl-2-(4-nitro-1H-1,2,3-triazol-1-yl)acetamide CN(C(CN1N=NC(=C1)[N+](=O)[O-])=O)C